1-(4'-((2-(1,1-difluoroethyl)-6-methylpyrimidin-4-yl)amino)-5-fluoro-[2,3'-bipyridyl]-6'-yl)urea FC(C)(F)C1=NC(=CC(=N1)NC1=C(C=NC(=C1)NC(=O)N)C1=NC=C(C=C1)F)C